3-Amino-8-(2-fluoro-6-methoxyphenyl)-N-methylimidazo[1,2-a]pyridine-2-carboxamide NC1=C(N=C2N1C=CC=C2C2=C(C=CC=C2OC)F)C(=O)NC